CC(C=C)N1[C@H](CCC1)CC1=CNC2=C(C=C(C=C12)OC)F 3-(((2R)-1-(but-3-en-2-yl)pyrrolidin-2-yl)methyl)-7-fluoro-5-methoxy-1H-indole